F[C@]1(CN(CC[C@]1(O)C)C1=C(C=CC=C1)C1=NC=CC(=N1)NC=1N=CC2=C(N=CC(=C2C1)C(C)C)N1[C@@H]([C@H](C1)O)C)C (3S,4R)-3-fluoro-1-(4-((8-((2R,3S)-3-hydroxy-2-methylazetidin-1-yl)-5-isopropyl-2,7-naphthyridin-3-yl)amino)pyrimidin-2-ylPhenyl)-3,4-dimethylpiperidin-4-ol